C(C)OCOC1=C(C=CC(=C1)OC)C1=NN=C(C=2CCCCC12)N[C@H]1CNCCC1 (R)-4-(2-(ethoxymethoxy)-4-methoxyphenyl)-N-(piperidin-3-yl)-5,6,7,8-tetrahydrophthalazin-1-amine